The molecule is a cobalamin in which the central cobalt atom has an oxidation state of +2. It has a role as a human metabolite and a cofactor. CC1=CC2=C(C=C1C)N(C=N2)[C@@H]3[C@@H]([C@@H]([C@H](O3)CO)OP(=O)([O-])O[C@H](C)CNC(=O)CC[C@@]\\4([C@H]([C@@H]5[C@]6([C@@]([C@@H](C(=N6)/C(=C\\7/[C@@]([C@@H](C(=N7)/C=C\\8/C([C@@H](C(=N8)/C(=C4\\[N-]5)/C)CCC(=O)N)(C)C)CCC(=O)N)(C)CC(=O)N)/C)CCC(=O)N)(C)CC(=O)N)C)CC(=O)N)C)O.[Co]